[Si](C)(C)(C(C)(C)C)OCC1(CC1)COC=1N=C(C2=C(N1)C(=C(N=C2)Cl)F)N2CCOC[C@](C2)(O)C (6S)-4-[2-[[1-[[tert-butyl(dimethyl)silyl]oxymethyl]cyclopropyl]methoxy]-7-chloro-8-fluoro-pyrido[4,3-d]pyrimidin-4-yl]-6-methyl-1,4-oxazepan-6-ol